1-(1-(2-aminothiazol-5-yl)-2-((2S,5S)-2,5-dimethylmorpholino)ethyl)-5,5-difluoropiperidin-2-one NC=1SC(=CN1)C(CN1C[C@@H](OC[C@@H]1C)C)N1C(CCC(C1)(F)F)=O